(S)-N-(2,6-dimethyl-2H-benzo[d][1,2,3]triazol-5-yl)-4-(3-methylpiperazin-1-yl)-2,3-dihydro-1H-pyrrolo[2,3-b]pyridine-1-carboxamide formate C(=O)O.CN1N=C2C(=N1)C=C(C(=C2)NC(=O)N2CCC=1C2=NC=CC1N1C[C@@H](NCC1)C)C